5-bromo-2-(1-methylpyrazol-3-yl)pyridine BrC=1C=CC(=NC1)C1=NN(C=C1)C